C(C)(=O)O.C(C)(=O)O.C([C@@H](O)[C@@H](O)[C@H](O)[C@H](O)CO)O mannitol diacetate